C(C)(C)(C)OC(=O)N1CCN(CC1)C1=C(C=CC=C1C=O)F 4-(2-fluoro-6-formylphenyl)piperazine-1-carboxylic acid tert-butyl ester